OCC=CC=CC hydroxymethyl-pentadiene